1-cyclopropyl-5-(4,4,5,5-tetramethyl-1,3,2-dioxaborolan-2-yl)-1,2-dihydropyridin-2-one C1(CC1)N1C(C=CC(=C1)B1OC(C(O1)(C)C)(C)C)=O